6-(7,8-dimethyl-3-(trifluoromethyl)-[1,2,4]triazolo[4,3-b]pyridazin-6-yl)-3-(1-methyl-1H-pyrazol-3-yl)-5,6,7,8-tetrahydro-1,6-naphthyridine CC1=C(C=2N(N=C1N1CC=3C=C(C=NC3CC1)C1=NN(C=C1)C)C(=NN2)C(F)(F)F)C